1-(2-pyridyl)piperazine N1=C(C=CC=C1)N1CCNCC1